C(C)(C)N(C1=CC(=CC(=N1)C(=O)NC1=CC=C(C(=O)O)C=C1)C)CCC 4-(6-(isopropyl-(propyl)amino)-4-methylpyridinamido)benzoic acid